4-chloro-N-(4-((3-hydroxycyclopentyl)methyl)phenyl)benzamide ClC1=CC=C(C(=O)NC2=CC=C(C=C2)CC2CC(CC2)O)C=C1